N-[6-(5-chloro-1,3-benzoxazol-2-yl)spiro[3.3]Heptane-2-yl]-5-(tetrahydrofuran-3-carbonylaminosulfonyl)furan-2-carboxamide dineopentyl-2,3-diisopropylsuccinate C(C(C)(C)C)OC(C(C(C(=O)OCC(C)(C)C)C(C)C)C(C)C)=O.ClC=1C=CC2=C(N=C(O2)C2CC3(CC(C3)NC(=O)C=3OC(=CC3)S(=O)(=O)NC(=O)C3COCC3)C2)C1